ClC=1C=C(C=CC1OCC1=NC=CC=C1)NC1=NC=NC2=CC(=C(C=C12)[N+](=O)[O-])C#CC12CCN(CC1)CC2 N-(3-chloro-4-(pyridin-2-ylmethoxy)phenyl)-6-nitro-7-(quinuclidin-4-ylethynyl)quinazolin-4-amine